CN(C(CCCCCCCC\C=C/CCCCCCCC(=O)OC)CCCCCCCCC)C methyl (9Z)-19-(dimethylamino)octacos-9-enoate